ClC=1C=CC(=C(C1)C1=NN(C=C1NC(=O)C=1C=NN2C1N=CC=C2)CC=2N=NN(N2)C2CCN(CC2)C)OC(F)F N-[3-[5-chloro-2-(difluoromethoxy)phenyl]-1-[[2-(1-methyl-4-piperidyl)tetrazol-5-yl]methyl]pyrazol-4-yl]pyrazolo[1,5-a]pyrimidine-3-carboxamide